(S)-methyl 1-(2-(3-(5-((1-cyclopropylethyl)carbamoyl)-1H-pyrazol-3-yl)phenyl)oxazole-5-carboxamido)cyclobutanecarboxylate C1(CC1)[C@H](C)NC(=O)C1=CC(=NN1)C=1C=C(C=CC1)C=1OC(=CN1)C(=O)NC1(CCC1)C(=O)OC